O[C@@H]1C[C@H](N(C1)C([C@H](C(C)C)C1=CC(=NO1)OCC=O)=O)C(=O)NCC12CC(C1)(C2)C2=C(N=CS2)C (2S,4R)-4-hydroxy-1-((R)-3-methyl-2-(3-(2-oxoethoxy)isoxazol-5-yl)butanoyl)-N-((3-(4-methylthiazol-5-yl)bicyclo[1.1.1]pentan-1-yl)methyl)pyrrolidine-2-carboxamide